2-Amino-6-(cyanomethyl)-6-((difluoromethoxy)methyl)-7-oxo-4,5,6,7-tetrahydrobenzo[b]thiophene-3-carboxylic acid NC1=C(C2=C(S1)C(C(CC2)(COC(F)F)CC#N)=O)C(=O)O